CCCCCCCCCCCCCCC=CC(CC(=O)O)C(=O)O Hexadecenylsuccinic acid